2-(4-isopropyl-5-(8-methoxyimidazo[1,2-a]pyridin-6-yl)-1H-pyrazol-3-yl)-5-(piperidin-4-yl)thiazole C(C)(C)C=1C(=NNC1C=1C=C(C=2N(C1)C=CN2)OC)C=2SC(=CN2)C2CCNCC2